4-(chloromethyl)-1,2-dimethoxybenzene ClCC1=CC(=C(C=C1)OC)OC